Trifluoromethane FC(F)F